Cl.NCC1=C(C=C(C=C1)C1=CC=NC=2N1N=C(C2)CCCCN2CCC(CC2)C2=CC=C(NC1C(NC(CC1)=O)=O)C=C2)C 3-[4-[1-[4-[7-[4-(aminomethyl)-3-methyl-phenyl]pyrazolo[1,5-a]pyrimidin-2-yl]butyl]-4-piperidyl]anilino]piperidine-2,6-dione HCl salt